4-(3-cyano-4-cyclopentyloxy-phenyl)-1H-imidazole C(#N)C=1C=C(C=CC1OC1CCCC1)C=1N=CNC1